(4-chloro-2-morpholino-5H-pyrrolo[2,3-d]pyrimidin-7(6H)-yl)(phenyl)methanone ClC=1C2=C(N=C(N1)N1CCOCC1)N(CC2)C(=O)C2=CC=CC=C2